ClC1=C(C=C(C=C1)N1CC(N(CC1)CCN(C)C)=O)C=1N=C2N(C=CC=C2)C1C 4-(4-chloro-3-(3-methylimidazo[1,2-a]pyridin-2-yl)phenyl)-1-(2-(dimethylamino)ethyl)piperazin-2-one